[4-[2-[(2R)-6,6-dimethylmorpholin-2-yl]-3H-imidazo[4,5-b]pyridin-7-yl]-1-piperidyl]-[4-(trifluoromethoxy)phenyl]methanone CC1(O[C@H](CNC1)C1=NC=2C(=NC=CC2C2CCN(CC2)C(=O)C2=CC=C(C=C2)OC(F)(F)F)N1)C